BrC=1C=CC2=C(C(C(O2)C)=O)C1 5-bromo-2-methylbenzofuran-3(2H)-one